Thioflavon O1C(=CC(=S)C2=CC=CC=C12)C1=CC=CC=C1